N1=C(C=CC=C1)SCCSCCSCCSC1=NC=CC=C1 1,10-bis(2-pyridyl)-1,4,7,10-tetrathiadecane